4-(2-(2,6-dioxopiperidin-3-yl)-1,3-dioxoisoindolin-4-yl)piperazine O=C1NC(CCC1N1C(C2=CC=CC(=C2C1=O)N1CCNCC1)=O)=O